3-[2-(Dimethylazaniumyl) Ethyl]-1H-Indol-4-Yl Hydrogen Phosphate P(=O)(OC1=C2C(=CNC2=CC=C1)CC[NH+](C)C)(O)[O-]